FC(OC1=C(C=CC(=C1)F)[C@@H]1[C@H](O[C@]([C@@H]1C)(C(F)(F)F)C)C(=O)NC1=CC(=NC=C1)C(=O)N)F 4-((2S,3R,4R,5R)-3-(2-(difluoromethoxy)-4-fluorophenyl)-4,5-dimethyl-5-(trifluoromethyl)tetrahydrofuran-2-carboxamido)picolinamide